C1(=CC=CC2=CC=CC=C12)C1(CC1)N1CCC(CC1)C(=O)O 1-(1-(naphthalen-1-yl)cyclopropyl)piperidine-4-carboxylic acid